2-fluoro-5-((6-fluoro-1-(tetrahydro-2H-pyran-2-yl)-4-vinyl-1H-benzo[d]imidazol-5-yl)oxy)benzonitrile FC1=C(C#N)C=C(C=C1)OC1=C(C2=C(N(C=N2)C2OCCCC2)C=C1F)C=C